5-isobutyl-3-(2-methyl-4-((2-methyl-1H-imidazol-1-yl)methyl)phenyl)thiophene-2-sulfonamide C(C(C)C)C1=CC(=C(S1)S(=O)(=O)N)C1=C(C=C(C=C1)CN1C(=NC=C1)C)C